[Au+].ClCC(C)(C)P(C(C)(C)C)C1=C(C=CC=C1)C1=CC=CC=C1 chloro[(1,1'-biphenyl-2-yl)di-tert-butylphosphine] gold (I)